4-(difluoromethoxy)-N-((5-methyl-1H-benzotriazol-4-yl)methyl)benzamide FC(OC1=CC=C(C(=O)NCC2=C(C=CC=3NN=NC32)C)C=C1)F